N-(5-(2-(5,6-dihydroimidazo[1,5-a]pyrazin-7(8H)-yl)acetamido)-2-methylpyridin-3-yl)-7-(1-methyl-1H-pyrazol-4-yl)-[1,2,4]triazolo[4,3-a]pyridine-3-carboxamide C=1N=CN2C1CN(CC2)CC(=O)NC=2C=C(C(=NC2)C)NC(=O)C2=NN=C1N2C=CC(=C1)C=1C=NN(C1)C